IC1C=NC2=NC=NC(=C12)N 7-deaza-7-iodoadenine